NC1=NN2C(C=C(C=C2)C=2C(=NC(=C(C(=O)NCC3=C(C(=CC(=C3)F)F)OC3CC(OCC3)C)C2)OC)C)=N1 5-(2-amino-[1,2,4]triazolo[1,5-a]pyridin-7-yl)-N-(3,5-difluoro-2-((2-methyltetrahydro-2H-pyran-4-yl)oxy)benzyl)-2-methoxy-6-methylnicotinamide